C(C=C)(=O)OC(C(OC(C=C)=O)COC(C=C)=O)C methyl-glycerol triacrylate